N1C=CC=2C1=NC=C(C2)OC2=C(C(=O)OC(C)(C)C)C=CC(=C2)F tert-butyl 2-((1H-pyrrolo[2,3-b]pyridin-5-yl) oxy)-4-fluorobenzoate